C12C(C3CC(CC(C1)C3)C2)N2C(=CC(=C2)C2=C(C=NC=C2)Cl)C(=O)N (adamantan-2-yl)-4-(3-chloropyridin-4-yl)-1H-pyrrole-2-carboxamide